Tert-butyl (1-((8-((2,6-dimethylbenzyl)amino)-2,3-dimethylimidazo[1,2-a]pyridin-6-yl)amino)-2-methyl-1-oxopropan-2-yl)carbamate CC1=C(CNC=2C=3N(C=C(C2)NC(C(C)(C)NC(OC(C)(C)C)=O)=O)C(=C(N3)C)C)C(=CC=C1)C